Cl.Cl.C(C)(C)(C)[C@@H]1CC[C@H](CC1)C=1C=C(C=CC1O[C@@H]1CNCC1)C(=O)N1CCC(CC1)OC1=C(C=CC(=C1)N1CCNCC1)Cl trans-(S)-(3-(4-(tert-butyl)cyclohexyl)-4-(pyrrolidin-3-yloxy)phenyl)(4-(2-chloro-5-(piperazin-1-yl)phenoxy)piperidin-1-yl)methanone dihydrochloride